hydrogen chlorate, hydrobromide Br.Cl(=O)(=O)O